2-(((S)-1-(1H-tetrazol-1-yl)propan-2-yl)oxy)-4-(2-((1-((1r,4r)-4-((2S,6R)-2,6-dimethylmorpholino)cyclohexyl)-3-(oxetan-3-ylmethoxy)-1H-pyrazol-4-yl)amino)pyrimidin-5-yl)benzonitrile N1(N=NN=C1)C[C@H](C)OC1=C(C#N)C=CC(=C1)C=1C=NC(=NC1)NC=1C(=NN(C1)C1CCC(CC1)N1C[C@@H](O[C@@H](C1)C)C)OCC1COC1